COC1=C(C=CC(=C1)N1CCN(CC1)C)NC=1N=CC2=C(N1)N(C=C2)C2=CC=C(C=C2)NS(=O)(=O)C(C)C N-(4-(2-((2-Methoxy-4-(4-methylpiperazin-1-yl)phenyl)amino)-7H-pyrrolo[2,3-d]pyrimidin-7-yl)phenyl)propane-2-sulfonamide